ClC1=NC=C(C(=O)NC([2H])([2H])[2H])C(=C1)NC1=C2N(CC=3N(C2=CC=C1)C(N(N3)C)=O)C 6-chloro-4-((2,5-dimethyl-1-oxo-1,2,4,5-tetrahydro-[1,2,4]triazolo[4,3-a]quinoxalin-6-yl)amino)-N-(methyl-d3)nicotinamide